OC(CN1C=CC=C1)C 1-(2-hydroxypropyl)-1H-pyrrole